CC1=CN=C(S1)C1=C2C=NN(C2=CC(=C1)C(=O)N[C@H](C)C=1C=NC(=NC1)C(F)(F)F)C1CCOCC1 (R)-4-(5-methylthiazol-2-yl)-1-(tetrahydro-2H-pyran-4-yl)-N-(1-(2-(trifluoromethyl)pyrimidin-5-yl)ethyl)-1H-indazole-6-carboxamide